O=C1OC2(CCCC2)OC(C1=IC1=CC=C(C=C1)C1=NN(C=C1C(=O)O)C)=O 3-(4-((7,9-dioxo-6,10-dioxaspiro[4.5]decan-8-ylidene)-λ3-iodanyl)phenyl)-1-methyl-1H-pyrazole-4-carboxylic acid